bis[2-(di-o-tolylphosphino) phenyl] ether C1(=C(C=CC=C1)P(C1=C(C=CC=C1)OC1=C(C=CC=C1)P(C1=C(C=CC=C1)C)C1=C(C=CC=C1)C)C1=C(C=CC=C1)C)C